(1S,3S)-N1-(5-(2H-Indazol-2-yl)pyridin-2-yl)-N3-(6-methyl-1,2,4-triazin-3-yl)cyclopentane-1,3-diamine N=1N(C=C2C=CC=CC12)C=1C=CC(=NC1)N[C@@H]1C[C@H](CC1)NC=1N=NC(=CN1)C